2-(1-naphthyloxy)ethyl acrylate C(C=C)(=O)OCCOC1=CC=CC2=CC=CC=C12